(E)-tert-butyl (tert-butoxycarbonylamino)(2-(4-chloro-2-(3,4-dichlorophenyl)-10,11-dihydro-5H-dibenzo[b,f]azepin-3-ylamino)ethylamino)methylenecarbamate C(C)(C)(C)OC(=O)N\C(\NCCNC=1C(=CC2=C(NC3=C(CC2)C=CC=C3)C1Cl)C1=CC(=C(C=C1)Cl)Cl)=N\C(OC(C)(C)C)=O